3-[(6-bromo-4-methyl-3-pyridyl)sulfonyl]-6-fluoro-1,4-dimethyl-indole BrC1=CC(=C(C=N1)S(=O)(=O)C1=CN(C2=CC(=CC(=C12)C)F)C)C